1-(3-isothiocyanatopropyl)-piperidine N(=C=S)CCCN1CCCCC1